C1(CCC1)OC=1SC2=C(N1)NC(=C2)C(=O)NC2CC[Si]1(CCCC1)CC2 2-(cyclobutoxy)-N-(5-silaspiro[4.5]decan-8-yl)-4H-pyrrolo[2,3-d]thiazole-5-carboxamide